FC=1C=C(CC2=C3N(C=C(N2)C2=CC=CC=C2)C(C(=N3)CC=3OC=CC3)=O)C=CC1 8-(3-Fluorobenzyl)-2-(Furan-2-ylmethyl)-6-phenylimidazo[1,2-a]pyrazin-3(7H)-on